C12(C=CC(CC1)C2)C(=O)[O-] norborneneCarboxylate